ClC1=C(C=C(C=C1)N1CC(CCC1)C(C)C)F 1-(4-chloro-3-fluorophenyl)-3-isopropylpiperidine